C(CCC)OC([C@@H](N)CCO)=O L-homoserine butyl ester